6-Nitro-1-(tetrahydro-2H-pyran-2-yl)-4-(4,4,5,5-tetramethyl-1,3,2-dioxaborolan-2-yl)-1H-indazole [N+](=O)([O-])C1=CC(=C2C=NN(C2=C1)C1OCCCC1)B1OC(C(O1)(C)C)(C)C